sodium dinaphthylmethanedisulfonate C1=CC=C2C(=C1)C=CC=C2C(C3=CC=CC4=CC=CC=C43)(S(=O)(=O)[O-])S(=O)(=O)[O-].[Na+].[Na+]